2-(cyclopropylmethyl)-3-hydroxy-2-methyl-propionic acid C1(CC1)CC(C(=O)O)(CO)C